N-(3-fluorophenyl)-3-isopropyl-6-(piperidin-4-yloxy)imidazo[1,2-b]pyridazin-8-amine hydrochloride Cl.FC=1C=C(C=CC1)NC=1C=2N(N=C(C1)OC1CCNCC1)C(=CN2)C(C)C